C(C)(=O)O[C@@H]1C[C@H](O[C@H]1N1C2=NC(=NC=C2N(C1=O)CC1=CC(=CC=C1)O)N)COC(C)=O ((2S,4R,5R)-4-acetoxy-5-(2-amino-7-(3-hydroxybenzyl)-8-oxo-7,8-dihydro-9H-purin-9-yl)tetrahydrofuran-2-yl)methylacetat